ClC=1C(N(C(=CC1OC(C)C1=NC=C(C=C1F)F)C)C1=CC(=NC=C1Cl)C=1N=C(SC1)C(C(=O)N)(C)C)=C=O 2-(4-(3,5'-dichloro-4-(1-(3,5-difluoropyridin-2-yl)ethoxy)-6-methyl-2-carbonyl-2H-[1,4'-bipyridin]-2'-yl)thiazol-2-yl)-2-methylpropanamide